C1(=CC(=C(C=C1)C)C)P(C1=CC=CC=C1)=O (3,4-xylyl)phenyl-phosphine oxide